C(C)(C)(C)OC(=O)N1[C@H]2CN(C[C@@H]1CC2)C2=NC(=CC(=N2)C)OC2=NNC(=C2)C (1R,5S)-3-(4-methyl-6-((5-methyl-1H-pyrazol-3-yl)oxy)pyrimidin-2-yl)-3,8-diazabicyclo[3.2.1]octane-8-carboxylic acid tert-butyl ester